2-ethyl-4-Pentenal C(C)C(C=O)CC=C